(3,5-difluorobenzoyl)-4'-(3,4-dihydroxyphenyl)-1'-methylspiro[indoline-3,2'-pyrrolidin]-2-one FC=1C=C(C(=O)C2C3(N(CC2C2=CC(=C(C=C2)O)O)C)C(NC2=CC=CC=C23)=O)C=C(C1)F